C[N+](=C1C=CC2=NC3=C(C=CC4=CC=CC=C43)OC2=C1)C 8-dimethylamino-2,3-benzophenoxazine